C(C=C)(=O)N1C[C@H](CCC1)C1=CN(C=2C(=NNC(C21)=O)N)C2=CC=C(C=C2)OC2=C(C=CC=C2F)F (R)-3-(1-Acryloylpiperidin-3-yl)-7-amino-1-(4-(2,6-difluorophenoxy)phenyl)-1,5-dihydro-4H-pyrrolo[2,3-d]pyridazin-4-on